FC1=CC2=C(N=C(O2)CN2C3=C(OCC2=O)C=CC(=C3)C(=O)NO)C=C1 4-((6-fluorobenzo[d]oxazol-2-yl)methyl)-N-hydroxy-3-oxo-3,4-dihydro-2H-benzo[b][1,4]oxazine-6-carboxamide